6-bromo-7-chloroisoquinolin-3-amine BrC=1C=C2C=C(N=CC2=CC1Cl)N